(5S)-N-[(3S)-9-fluoro-2-oxo-5-phenyl-1,3-dihydro-1,4-benzodiazepine-3-yl]-2-(2-fluorophenyl)-5-(methoxymethyl)-6,7-dihydro-5H-pyrazolo[5,1-b][1,3]Oxazine-3-carboxamide FC1=CC=CC=2C(=N[C@@H](C(NC21)=O)NC(=O)C=2C(=NN1C2O[C@@H](CC1)COC)C1=C(C=CC=C1)F)C1=CC=CC=C1